CC(C)(C1=CC=CC=C1)C1=CC=C(NC2=CC=C(C=C2)C(C)(C2=CC=CC=C2)C)C=C1 4-(1-methyl-1-phenylethyl)-N-[4-(1-methyl-1-phenylethyl)phenyl]aniline